5-chloro-3H-dispiro[isobenzofuran-1,1'-cyclohexane-4',2''-[1,3]dioxolane] ClC=1C=C2COC3(CCC4(OCCO4)CC3)C2=CC1